p-tert-octylphenoxyethyl dimethylaminoethyl ether CN(C)CCOCCOC1=CC=C(C=C1)C(C)(C)CC(C)(C)C